C(CCCCCCC)P(C1=C(SC=C1P(CCCCCCCC)CCCCCCCC)C1=CC=C(C=C1)CC)CCCCCCCC 3,4-di(dioctylphosphino)-2-(4-ethylphenyl)thiophene